ClC=1N=C(C2=CC=CC=C2C1)N1CC=2N=C(N=C(C2CC1)N1C[C@H]2CC[C@@H](C1)N2C(=O)OC(C)(C)C)OC[C@H]2N(CCC2)C tert-butyl (1R,5S)-3-(7-(3-chloroisoquinolin-1-yl)-2-(((S)-1-methylpyrrolidin-2-yl)methoxy)-5,6,7,8-tetrahydropyrido[3,4-d]pyrimidin-4-yl)-3,8-diazabicyclo[3.2.1]octane-8-carboxylate